N[C@H]1[C@H](CN(CC1)C=1N=C2C(=NC1)N=C(C=C2)SC2=C(C(=NC=C2)N)Cl)O (3S,4R)-4-amino-1-(6-((2-amino-3-chloropyridin-4-yl)thio)pyrido[2,3-b]pyrazin-2-yl)piperidin-3-ol